3-{4-[(2,5-dichlorothiophen-3-yl)methyl]piperazin-1-yl}propionic acid ClC=1SC(=CC1CN1CCN(CC1)CCC(=O)O)Cl